ethyl (5R,6R)-5,6-dimethyl-6-(trifluoromethyl)-4-(((trifluoromethyl)sulfonyl)oxy)-5,6-dihydro-2H-pyran-3-carboxylate C[C@H]1C(=C(CO[C@]1(C(F)(F)F)C)C(=O)OCC)OS(=O)(=O)C(F)(F)F